4-(benzyloxy)-N-(4-chlorobenzo[d]isoxazol-3-yl)benzenesulfonamide C(C1=CC=CC=C1)OC1=CC=C(C=C1)S(=O)(=O)NC1=NOC2=C1C(=CC=C2)Cl